N-(2-chloro-4-(6-ethoxypyrazin-2-yl)phenyl)-2-(2-(cyclopropanesulfonylamino)thiazol-4-yl)butanamide ClC1=C(C=CC(=C1)C1=NC(=CN=C1)OCC)NC(C(CC)C=1N=C(SC1)NS(=O)(=O)C1CC1)=O